C(C\C=C/CC)COC(O)=O carbonic acid [(Z)-hex-3-enyl]Methyl ester